tert-butyl 6-(1-cyanocyclobutyl)-3,4-dihydro-1,5-naphthyridine-1(2H)-carboxylate C(#N)C1(CCC1)C=1N=C2CCCN(C2=CC1)C(=O)OC(C)(C)C